C(#N)NC(=O)N N-cyanourea